Cl.N[C@@H]1C(N(C[C@H]1C1=C(C=C(C=C1F)OC)F)C1=NC=CC(=C1C(F)(F)F)N1CCOCC1)=O (3S,4R)-3-Amino-4-(2,6-difluoro-4-methoxyphenyl)-1-(4-morpholino-3-(trifluoromethyl)pyridin-2-yl)pyrrolidin-2-one, hydrochloride